ClC1=C(C=C(N=N1)N1CC[C@H]2[C@@H]1CNCC2)C (3aS,7aR)-1-(6-chloro-5-methyl-pyridazin-3-yl)-2,3,3a,4,5,6,7,7a-octahydropyrrolo[2,3-c]pyridine